1-Isobutyl-N-(5-(4-methylpiperazin-1-yl)pyridin-2-yl)-1H-[1,2,3]triazolo[4,5-h]quinazolin-8-amine hydrochloride Cl.C(C(C)C)N1N=NC=2C=CC=3C=NC(=NC3C21)NC2=NC=C(C=C2)N2CCN(CC2)C